FC(C(=O)O)(F)F.ClC1=C2CN(C(C2=CC(=C1)C1=CC=C(C=C1)N1CC2(C1)CNC2)=O)C(C(=O)NC=2SC=CN2)C2=C1N(C=N2)CCC1 2-[4-chloro-6-[4-(2,6-diazaspiro[3.3]heptan-2-yl)phenyl]-1-oxo-isoindolin-2-yl]-2-(6,7-dihydro-5H-pyrrolo[1,2-c]imidazol-1-yl)-N-thiazol-2-yl-acetamide trifluoroacetate